5-bromo-1-((5-(5-(difluoromethyl)-1,3,4-oxadiazol-2-yl)pyridin-2-yl)methyl)-6-fluoro-3-methyl-1,3-dihydro-2H-benzo[d]imidazol-2-one BrC1=CC2=C(N(C(N2C)=O)CC2=NC=C(C=C2)C=2OC(=NN2)C(F)F)C=C1F